4-[6-(1-Methyl-1H-pyrazol-4-yl)pyrazolo[1,5-b]pyridazin-3-yl]piperazine-1-carboxylic acid tert-butyl ester C(C)(C)(C)OC(=O)N1CCN(CC1)C=1C=NN2N=C(C=CC21)C=2C=NN(C2)C